tert-butyl ((1R,2S)-2-amino-4-(((S)-(2,3-dichloro-6-fluorophenyl)(1-methylcyclopentyl)methyl)carbamoyl)cyclopentyl)carbamate N[C@@H]1[C@@H](CC(C1)C(N[C@@H](C1(CCCC1)C)C1=C(C(=CC=C1F)Cl)Cl)=O)NC(OC(C)(C)C)=O